tert-butyl 2-(5-bromo-2-chlorophenyl)-2-[2-oxo-4-(trifluoromethyl)pyridin-1-yl]acetate BrC=1C=CC(=C(C1)C(C(=O)OC(C)(C)C)N1C(C=C(C=C1)C(F)(F)F)=O)Cl